C1(=CC=CC=C1)N(C1=C(C=CC=C1)C1=C(C(=CC=2C3=CC=CC=C3NC12)C1=CC=CC=C1)C1=CC=CC=C1)C1=C(C=CC=C1)C1=CC=CC=C1 (phenyl)(biphenylyl)[(diphenylcarbazolyl)phenyl]amine